2-amino-4-(butylamino)-6-(4-((4-cyclohexylpiperazin-1-yl)methyl)benzyl)pyrido[4,3-d]pyrimidin-5(6H)-one NC=1N=C(C2=C(N1)C=CN(C2=O)CC2=CC=C(C=C2)CN2CCN(CC2)C2CCCCC2)NCCCC